(3-(Dodecyloxy)-5-(octadecyloxy)phenyl)methanol C(CCCCCCCCCCC)OC=1C=C(C=C(C1)OCCCCCCCCCCCCCCCCCC)CO